(3-oxo-3',6'-bis(piperidin-1-yl)spiro[isoindoline-1,9'-xanthen]-2-yl)carbamic acid tert-butyl ester C(C)(C)(C)OC(NN1C(C2=CC=CC=C2C12C1=CC=C(C=C1OC=1C=C(C=CC21)N2CCCCC2)N2CCCCC2)=O)=O